CC(C#N)(C)C1=NC=C(C=C1)NCC#CC=1N(C2=CC=C(C=C2C1)CNCC1=CC=NC=C1)CC(F)(F)F 2-methyl-2-(5-{[3-(5-{[(pyridin-4-ylmethyl)amino]methyl}-1-(2,2,2-trifluoroethyl)-1H-indol-2-yl)prop-2-yn-1-yl]amino}pyridin-2-yl)propanenitrile